tert-butyl 5-chloropyrazolo[4,3-d]pyrimidine-1-carboxylate ClC=1N=CC2=C(N1)C=NN2C(=O)OC(C)(C)C